C(C1=CC=CC=C1)OC(CCCC1=C(C(=O)OCC2=CC=CC=C2)C=C(C(=C1)OC)OC)=O Benzyl 2-(4-(benzyloxy)-4-oxobutyl)-4,5-dimethoxybenzoate